2-amino-5-{7-cyclopropyl-2-[(1S)-1-cyclopropylethyl]-1-oxo-2,3-dihydro-1H-isoindol-5-yl}-N-[(2R)-1-hydroxypropan-2-yl]pyrazolo[1,5-a]pyrimidine-3-carboxamide NC1=NN2C(N=C(C=C2)C=2C=C3CN(C(C3=C(C2)C2CC2)=O)[C@@H](C)C2CC2)=C1C(=O)N[C@@H](CO)C